((2-(3-((tert-Butoxycarbonyl)amino)propyl)-4-fluorophenyl)amino)-2-(trifluoromethyl)isonicotinic acid C(C)(C)(C)OC(=O)NCCCC1=C(C=CC(=C1)F)NC1=C(C(=O)O)C=CN=C1C(F)(F)F